FC1=C(C(=CC2=CC(=CC=C12)OCCC(C)(C)O)O)N1CC(NS1(=O)=O)=O 5-[1-fluoro-3-hydroxy-6-(3-hydroxy-3-methylbutoxy)naphthalen-2-yl]-1λ6,2,5-thiadiazolidine-1,1,3-trione